(R)-(4-((1-(3-amino-5-(trifluoromethyl)phenyl)ethyl)amino)-6-(isopropylamino)-2-methylquinazoline-7-yl)(morpholino)methanone NC=1C=C(C=C(C1)C(F)(F)F)[C@@H](C)NC1=NC(=NC2=CC(=C(C=C12)NC(C)C)C(=O)N1CCOCC1)C